2-chloro-N-(5-chloro-6-(2H-1,2,3-triazol-2-yl)pyridin-3-yl)-5-cyclopropyl-4-(3-ethynylpyridin-4-yl)benzamide ClC1=C(C(=O)NC=2C=NC(=C(C2)Cl)N2N=CC=N2)C=C(C(=C1)C1=C(C=NC=C1)C#C)C1CC1